ClC1=C(C=CC=C1)C1=CC=2C3(C4=CC(=CC=C4C2C=C1)C=1C=NC=CC1)CCCCC3 3-(2'-(2-chlorophenyl)spiro[cyclohexane-1,9'-fluoren]-7'-yl)pyridine